CN1C=NC2=C(C1=O)C(=NC=C2C2=CC=C(C=C2)C(F)(F)F)NC=CC(=O)N 3-((3-methyl-4-oxo-8-(4-(trifluoromethyl)phenyl)-3,4-dihydropyrido[4,3-d]pyrimidin-5-yl)amino)acrylamide